O1C(CCC2=CC=CC=C12)CC(C)N (chroman-2-yl)propan-2-amine